tert-butyl 3-((4-((3-chloro-2-fluorophenyl) amino)-6-nitroquinazolin-7-yl) ethynyl)-3-methoxypyrrolidine-1-carboxylate ClC=1C(=C(C=CC1)NC1=NC=NC2=CC(=C(C=C12)[N+](=O)[O-])C#CC1(CN(CC1)C(=O)OC(C)(C)C)OC)F